COC=1C(=CC(=NC1)NCCO)\C=C\[C@@H]1CC[C@H](CC1)C(F)(F)F 2-((5-methoxy-4-((E)-2-(trans-4-(trifluoromethyl)cyclohexyl)vinyl)pyridin-2-yl)amino)ethanol